1-(2-(benzyloxy)ethyl)-2-isopropyl-1H-pyrrole-3-carboxylic acid C(C1=CC=CC=C1)OCCN1C(=C(C=C1)C(=O)O)C(C)C